6-(4-Hydroxy-3-methoxybenzylidene)-5-imino-2-(trifluoromethyl)-5H-[1,3,4]thiadiazolo[3,2-a]pyrimidin-7(6H)-one OC1=C(C=C(C=C2C(N=C3N(C2=N)N=C(S3)C(F)(F)F)=O)C=C1)OC